(E)-4-(3,4,5-tris(decyloxy)styryl)pyridine tert-Butyl-(2-(((3-((4-cyano-3-fluorophenoxy)methyl)-1-((2,4-dichlorophenyl)sulfonyl)azetidin-3-yl)methyl)amino)-2-oxoethyl)carbamate C(C)(C)(C)N(C(O)=O)CC(=O)NCC1(CN(C1)S(=O)(=O)C1=C(C=C(C=C1)Cl)Cl)COC1=CC(=C(C=C1)C#N)F.C(CCCCCCCCC)OC=1C=C(/C=C/C2=CC=NC=C2)C=C(C1OCCCCCCCCCC)OCCCCCCCCCC